3-(pyridin-3-yloxy)azetidin N1=CC(=CC=C1)OC1CNC1